N1C=NC2=C1C=CC(=C2)N2C([C@H]([C@H]2C=2C(=NC(=CC2)C=2N=NC(=CC2)C(F)(F)F)C)C2CC2)=O (3S,4S)-1-(1H-benzo[d]imidazol-5-yl)-3-cyclopropyl-4-(2-methyl-6-(6-(trifluoromethyl)pyridazin-3-yl)pyridin-3-yl)azetidin-2-one